N1=CC=C(C=C1)C=CC=1C=CC=2N(C3=CC=C(C=C3C2C1)C=CC1=CC=NC=C1)C1=CC=CC=C1 3,6-bis[2-(4-pyridyl)vinyl]-9-phenylcarbazole